1-[4-(3,4-Difluorophenyl)piperazin-1-yl]-2-{3-[(2R,6S)-2,6-dimethylmorpholin-4-carbonyl]-5,6-dihydrocyclopenta[c]pyrazol-1(4H)-yl}ethan-1-on FC=1C=C(C=CC1F)N1CCN(CC1)C(CN1N=C(C2=C1CCC2)C(=O)N2C[C@H](O[C@H](C2)C)C)=O